FC(C(=O)O)(C1=CC(=CC=C1)OCCN1CCOCC1)F 2,2-difluoro-2-(3-(2-morpholinoethoxy)phenyl)acetic acid